2-tert-butyl-azaindole C(C)(C)(C)C=1NC2=CC=CC=C2N1